C(C=C)(=O)OCCCOC1=CC=C(C=C1)N=NC1=CC=C(C=C1)OCCCOC(C=C)=O 4,4'-Bis(3-(acryloyloxy)propyloxy)azobenzene